O=C1N(CC2=CC(=CC=C12)N1CCC2(OCCO2)CC1)C1C(NC(CC1)=O)=O 3-(1-oxo-5-(1,4-dioxa-8-azaspiro[4.5]dec-8-yl)isoindolin-2-yl)piperidine-2,6-dione